N-(3-carbamoyltetrahydrofuran-3-yl)-5-((1-(2,2-difluoroethyl)-1H-pyrazol-5-yl)methoxy)-2-methylbenzofuran-3-carboxamide C(N)(=O)C1(COCC1)NC(=O)C1=C(OC2=C1C=C(C=C2)OCC2=CC=NN2CC(F)F)C